The molecule is an aminoglycoside antibiotic that is part of an antimicrobial complex consisting of factors 1,2,3,5 from a soil isolate named Streptomyces hofunensis. It has a role as an antimicrobial drug and a bacterial metabolite. It is an amino cyclitol glycoside and an aminoglycoside antibiotic. CO[C@@H]1CO[C@@H]([C@@H]([C@H]1N)N)O[C@H]2[C@@H](C[C@@H]([C@H]([C@@H]2O)O[C@@H]3[C@@H]([C@H](C[C@H](O3)CN)O)N)N)N